(S)-α-methyltyrosine C[C@](N)(CC1=CC=C(C=C1)O)C(=O)O